ClC1=C(C(=O)O)C=CC(=C1)NC(=O)C1=CC(=C2CCN(C2=C1)S(=O)(=O)C1=C(C=CC(=C1)Cl)OC)OC 2-Chloro-4-{[1-(5-chloro-2-methoxy-benzenesulfonyl)-4-methoxy-2,3-dihydro-1H-indole-6-carbonyl]-amino}-benzoic acid